Methyl 2-[(4-bromo-5-fluoro-2-oxo-1-pyridyl)methyl]-3-(4,4-dimethyltetrahydrofuran-3-yl)-7-fluoro-benzimidazole-5-carboxylate BrC1=CC(N(C=C1F)CC=1N(C2=C(N1)C(=CC(=C2)C(=O)OC)F)C2COCC2(C)C)=O